(3-bromo-2-methoxyphenyl)boric acid BrC=1C(=C(C=CC1)OB(O)O)OC